O1CCOC12CC(CC2)C(=O)OC.C(CCCCCCCCCCCCCCCCC)(=O)C(=C)C(CCCCCCCCCCC)=O trans-stearoyl lauroyl ethylene Methyl 1,4-dioxaspiro[4.4]nonane-7-carboxylate